methanetetrathiol-sodium salt [Na].C(S)(S)(S)S